(S)-1-(1-(3-chloro-4-fluorophenyl)-2-hydroxy-ethyl)-3-(1-(2-((2-chloro-phenyl)amino)-5-methyl-pyrimidin-4-yl)-1H-pyrazol-4-yl)urea ClC=1C=C(C=CC1F)[C@@H](CO)NC(=O)NC=1C=NN(C1)C1=NC(=NC=C1C)NC1=C(C=CC=C1)Cl